C12(CCCC1)C=1C=NC=NC1C1=C(C2=NO)C=CC=C1 spiro[benzo[h]quinazoline-5,1'-cyclopentane]-6-one oxime